N1(CCCCC1)C=1SC=C(N1)C(=O)O 2-piperidino-1,3-thiazole-4-carboxylic acid